1-hexyl-4-propylpiperidinium fluoride [F-].C(CCCCC)[NH+]1CCC(CC1)CCC